C(C1=CC=CC=C1)(=O)OC[C@H]1O[C@@H]([C@@H](C1)OC(C)=O)N1C=2N=C(NC(C2N(C1=O)CC=C)=O)NC(C)=O |&1:12| ((2S,4R,SR)-5-(2-Acetamido-7-allyl-6,8-dioxo-1,6,7,8-tetrahydro-9H-purin-9-yl)-4-acetoxytetrahydrofuran-2-yl)methyl benzoate